O1CCOC=2C=NC(=CC21)C=2C(=CC(=NC2)NC(C)=O)NC2=NC(=CC(=C2)OC)S(=O)(=O)C N-(5-(2,3-dihydro-[1,4]dioxino[2,3-c]pyridin-7-yl)-4-((4-methoxy-6-(methylsulfonyl)pyridin-2-yl)amino)pyridin-2-yl)acetamide